NC=1C=C2C(C(=C(N(C2=CC1)O)C)CC1=CC=C(C=C1)OC(F)(F)F)=O 6-amino-1-hydroxy-2-methyl-3-(4-trifluoromethoxybenzyl)-4(1H)-quinolinone